N1=CC(=CC=C1)CCN1N=C(C2=CC=CC=C12)N1C(C2=CC=CC=C2C1=O)=O 2-(1-(2-(Pyridin-3-yl)ethyl)-1H-indazol-3-yl)isoindoline-1,3-dione